ClC=1C(=C(C=CC1OC)NC(C#C[Si](C(C)C)(C(C)C)C(C)C)=O)F (3-chloro-2-fluoro-4-methoxyphenyl)-3-(triisopropylsilyl)propiolamide